FC=1C(=NC(=CC1)F)NC1=NC=CC=C1C1=NC(=C(C(=N1)C(=O)N)O)C1=C2C=NNC2=CC=C1C 2-[2-[(3,6-difluoro-2-pyridinyl)amino]-3-pyridinyl]-5-hydroxy-6-(5-methyl-1H-indazol-4-yl)pyrimidine-4-carboxamide